B(O)(O)F.B(O)(O)O.C1(=CC=CC=C1)C(=C(C1=CC=CC=C1)C1=CC=CC=C1)C1=CC=CC=C1 tetraphenyl ethylene borate borofluoridate